3-[[2-[(7-cyclopropyl-1-hydroxy-3H-2,1-benzoxaborol-5-yl)amino]-5-methyl-pyrimidin-4-yl]amino]tetrahydropyran-4-carbonitrile C1(CC1)C1=CC(=CC=2COB(C21)O)NC2=NC=C(C(=N2)NC2COCCC2C#N)C